BrC(C(=O)Br)(C)C α-Bromoisobutyryl bromid